(2,4-dichlorophenoxy)-1-(4-((2,3,4,5-tetrafluoro-6-(trifluoromethyl)phenyl)sulfonyl)piperazin-1-yl)ethan-1-one ClC1=C(OCC(=O)N2CCN(CC2)S(=O)(=O)C2=C(C(=C(C(=C2C(F)(F)F)F)F)F)F)C=CC(=C1)Cl